FC=1C(=CC(=NC1)NC1=NC=CC(=C1)CS(=O)(=N)C)C1=C(C=C(C=C1)F)OC 5-fluoro-4-(4-fluoro-2-methoxyphenyl)-N-{4-[(S-methylsulfonimidoyl)methyl]pyridin-2-yl}pyridin-2-amine